FC1=CC=C(NCC=2OC(=NN2)C=2N=NC(=CC2)OC)C=C1 D-4-fluoro-N-((5-(6-methoxypyridazin-3-yl)-1,3,4-oxadiazol-2-yl)methyl)aniline